BrC1=CC(=NC=C1)NC(CCC1=CC=CC=C1)=O N-(4-bromopyridine-2-yl)-3-phenylpropionamide